O[C@@H]1CN(CC1)CC(=O)N1C[C@H](CC1)C(=O)N(C)[C@H](C(=O)OCCCC)C(C)C butyl (2S)-2-[1-[(3S)-1-[2-[(3S)-3-hydroxypyrrolidin-1-yl]acetyl]pyrrolidin-3-yl]-N-methylformamido]-3-methylbutanoate